C1CCC2=C(C=CC=C12)C1=C(C=C2C(=N1)C(=NN2COCC[Si](C)(C)C)C=2C=NN(C2)C)C=C 5-(2,3-dihydro-1H-inden-4-yl)-3-(1-methyl-1H-pyrazol-4-yl)-1-((2-(trimethylsilyl)ethoxy)methyl)-6-vinyl-1H-pyrazolo[4,3-b]pyridine